C(C)N(C1=CC(=CC=C1)C)CC N,N-diethyl-meta-toluidine